methyl 2-ethyl-2-pentyl-1,3-dioxolan-4-carboxylate C(C)C1(OCC(O1)C(=O)OC)CCCCC